N1(CCOCC1)C1=CC=CC(=N1)COC1=CC=C(C=C1)C(C)(C)C1=CC=C(OCC(=O)N)C=C1 2-(4-(2-(4-((6-morpholinylpyridin-2-yl)methoxy)phenyl)propan-2-yl)phenoxy)acetamide